D-4-hydroxy-alpha-(hydroxymethyl)phenylacetic acid OC1=CC=C(C=C1)C(C(=O)O)CO